L-cysteine ethyl amide C(C)NC([C@@H](N)CS)=O